(1R,6S,7S,8S)-8-((2-chloro-7-(hydroxymethyl)pyrrolo[2,1-f][1,2,4]triazin-4-yl)amino)tricyclo[4.2.2.02,5]decane-7-carboxylic acid ethyl ester C(C)OC(=O)[C@H]1[C@@H]2C3CCC3[C@H]([C@@H]1NC1=NC(=NN3C1=CC=C3CO)Cl)CC2